O[C@@H](CC[C@H]1C(N([C@@H]1C1=CC=C(C=C1)OC)C1=CC=C(C=C1)OC)=O)C1=CC=CC=C1 3(R)-(3(S)-hydroxy-3-phenylpropyl)-1,4(S)-bis-(4-methoxyphenyl)-2-azetidinone